racemic-methyl 2-(4-(6-(2-(2,5-dimethyl-1H-pyrrol-1-yl)-[1,2,4]triazolo[1,5-a]pyridin-7-yl)pyrazin-2-yl)-1H-pyrazol-1-yl)-2-(4-fluorophenyl)acetate CC=1N(C(=CC1)C)C1=NN2C(C=C(C=C2)C2=CN=CC(=N2)C=2C=NN(C2)[C@@H](C(=O)OC)C2=CC=C(C=C2)F)=N1 |r|